3-[5-(propan-2-yl)-1,3-thiazol-2-yl]-5-[(3R)-tetrahydrofur-3-ylmethoxy]benzamide CC(C)C1=CN=C(S1)C=1C=C(C(=O)N)C=C(C1)OC[C@H]1COCC1